4-(2-methyl-4-acetoxyphenyl)benzoic acid CC1=C(C=CC(=C1)OC(C)=O)C1=CC=C(C(=O)O)C=C1